tert-butyl 4-[5-cyano-6-[[2-fluoro-5-(trifluoromethyl)phenyl]methoxy]-2-(trifluoromethyl)pyridine-3-carbonyl]piperazine-1-carboxylate C(#N)C=1C=C(C(=NC1OCC1=C(C=CC(=C1)C(F)(F)F)F)C(F)(F)F)C(=O)N1CCN(CC1)C(=O)OC(C)(C)C